isostearyl isononanoate (isostearyl isononanoate) C(CCCCCCCCCCCCCCC(C)C)C(C(=O)O)CCCCC(C)C.C(CCCCCC(C)C)(=O)OCCCCCCCCCCCCCCCC(C)C